F[C@@H]1[C@@H](C1)NC(=O)C1=CN=C2N1N=C(C=C2N(C)CC2=CC=C(C=C2)OC)N2CCC1=C(C=CC=C21)C2=NC=CC(=C2)C=O N-[(1R,2S)-2-fluorocyclopropyl]-6-[4-(4-formylpyridin-2-yl)-2,3-dihydroindol-1-yl]-8-{[(4-methoxyphenyl)methyl](methyl)amino}imidazo[1,2-b]pyridazine-3-carboxamide